dihydroimidazo[5,1-A]isoquinoline C1C=C2C=CC=CC2=C3N1CNC3